CC1(COC1)C=1NC=CN1 2-(3-methyloxetane-3-yl)-1H-imidazole